CC12CCC(CC1)C2(C)C (1S,2S,4S)-1,7,7-trimethylbicyclo[2.2.1]heptan